OC1=CC(=NN1)NC(=O)C=1C=2C[C@@H]3[C@H](C2N(N1)C1=C(C=C(C=C1)F)F)C3 (1aR,5aR)-2-(2,4-Difluoro-phenyl)-1a,2,5,5a-tetrahydro-1H-2,3-diaza-cyclopropa[a]pentalene-4-carboxylic acid (5-hydroxy-1H-pyrazol-3-yl)-amide